6-(dimethylamino)-4-(2-methoxy-2-oxoethyl)-3,4-dihydronaphthalene-2,2(1H)-dicarboxylate CN(C=1C=C2C(CC(CC2=CC1)(C(=O)[O-])C(=O)[O-])CC(=O)OC)C